FC1=C(C(=C(C(=C1F)F)F)OC(F)(F)F)S(=O)(=O)NC1=CC(=C(C=C1)OC)F 2,3,4,5-tetrafluoro-N-(3-fluoro-4-methoxyphenyl)-6-(trifluoromethoxy)benzenesulfonamide